CN1C2=C(C=3C=CC(=CC13)C=1C=CC(=NC1)OC1CC3(CN(C3)C(CN3CCC(CC3)OC3CNC3)=O)C1)C=NC=C2 3-((1-(2-(6-((5-(5-methyl-5H-pyrido[4,3-b]indol-7-yl)pyridin-2-yl)oxy)-2-azaspiro[3.3]heptan-2-yl)-2-oxoethyl)piperidin-4-yl)oxy)azetidin